Cl.S1C=CC=2NC(C=CC21)=O thieno[3,2-b]pyridin-5(4H)-one hydrochloride